NCC(C)(C)C1=CC(=NC(=C1)C1=CC=C(C=C1)F)OC1[C@@H]2CN(C[C@H]12)C(=O)C1=CC(=NN1C)C=1N=CSC1 ((1R,5S,6s)-6-((4-(1-amino-2-methylpropan-2-yl)-6-(4-fluorophenyl)pyridin-2-yl)oxy)-3-azabicyclo[3.1.0]hexan-3-yl)(1-methyl-3-(thiazol-4-yl)-1H-pyrazol-5-yl)methanone